6-((1R)-1-((3-(5-methyl-1,2-oxazol-3-yl)-[1,2,4]triazolo[3,4-a]phthalazin-6-yl)oxy)ethyl)-N-(propane-2-yl)pyridine-3-carboxamide CC1=CC(=NO1)C1=NN=C2N1N=C(C1=CC=CC=C21)O[C@H](C)C2=CC=C(C=N2)C(=O)NC(C)C